N-(((2S,5S)-5-(4-chlorobenzyl)-4-(4-(4,5-dimethylthiazol-2-yl)cyclohexyl)morpholin-2-yl)methyl)-1H-1,2,3-triazole-5-carboxamide hydrochloride Cl.ClC1=CC=C(C[C@H]2CO[C@H](CN2C2CCC(CC2)C=2SC(=C(N2)C)C)CNC(=O)C2=CN=NN2)C=C1